OC(C)(C)C(C)(C)OO 2-hydroxy-2-propyl-isopropyl hydrogen peroxide